(4-methyl-4,5,6,7-tetrahydropyrazolo[1,5-a]pyridin-2-yl)methanol CC1C=2N(CCC1)N=C(C2)CO